ClC=1C=CC=C2C=C(N(C(C12)=O)C1=CC=CC=C1)[C@H](C)NC1=C2N=CNC2=NC=N1 8-chloro-2-phenyl-3-[(1S)-1-(9H-purin-6-ylamino)ethyl]-1(2H)-isoquinolinone